C(C)(=O)C=1C(=NC(=CC1)N1C=NC2=C1C=CC(=C2)NC=2N=NC(=CC2)C)N2N=C(C(=C2)C)C#N 1-[3-acetyl-6-[5-[(6-methylpyridazin-3-yl)amino]benzimidazol-1-yl]-2-pyridinyl]-4-methyl-pyrazole-3-carbonitrile